3-azetidinemethanol N1CC(C1)CO